2-(2-amino-6-methoxy-9H-purin-9-yl)-5-(hydroxymethyl)-3-methyltetrahydrofuran-3,4-diol NC1=NC(=C2N=CN(C2=N1)C1OC(C(C1(O)C)O)CO)OC